2,5-dimethoxy-4-s-butylthio-N-hydroxyphenethylamine COC1=C(CCNO)C=C(C(=C1)SC(C)CC)OC